C(CC)C(C(=O)O)CCC 2-propylpentanoic acid